CCC(=C)C(=O)C1=C(C(=C(C=C1)OCC(=O)O)Cl)Cl The molecule is an aromatic ether that is phenoxyacetic acid in which the phenyl ring is substituted by chlorines at positions 2 and 3, and by a 2-methylidenebutanoyl group at position 4. It is a loop diuretic used to treat high blood pressure resulting from diseases such as congestive heart failure, liver failure, and kidney failure. It is also a glutathione S-transferase (EC 2.5.1.18) inhibitor. It has a role as an ion transport inhibitor, an EC 2.5.1.18 (glutathione transferase) inhibitor and a loop diuretic. It is an aromatic ether, a monocarboxylic acid, an aromatic ketone and a dichlorobenzene. It derives from an acetic acid.